5,10,15,20-tetrakis(pentachlorophenyl)-porphyrin ClC1=C(C(=C(C(=C1C=1C2=CC=C(N2)C(=C2C=CC(C(=C3C=CC(=C(C=4C=CC1N4)C4=C(C(=C(C(=C4Cl)Cl)Cl)Cl)Cl)N3)C3=C(C(=C(C(=C3Cl)Cl)Cl)Cl)Cl)=N2)C2=C(C(=C(C(=C2Cl)Cl)Cl)Cl)Cl)Cl)Cl)Cl)Cl